(S)-(7-bromo-4-((3-(difluoromethoxy)-5-(trifluoromethyl)pyridin-2-yl)amino)-8-fluorochroman-4-yl)methanol BrC1=CC=C2[C@](CCOC2=C1F)(NC1=NC=C(C=C1OC(F)F)C(F)(F)F)CO